NCC1=C(C=CC=C1)C=1C(=CN(C(C1)=O)CC1(CCN(CC12CCCC2)C([C@@H](CC2CCCCC2)C)=O)O)C(=O)N(C)C 4-(2-(aminomethyl)phenyl)-1-((7-((R)-3-cyclohexyl-2-methylpropanoyl)-10-hydroxy-7-azaspiro[4.5]decan-10-yl)methyl)-N,N-dimethyl-6-oxo-1,6-dihydropyridine-3-carboxamide